CC1=CC=C(C=C1)S(=O)(=O)O.NC/C(/COC1=CC2=C(N=C(O2)NCC2=CC(=CC=C2)OC)C=C1)=C\F (E)-6-((2-(aminomethyl)-3-fluoroallyl)oxy)-N-(3-meth-oxybenzyl)benzo[d]oxazol-2-amine 4-methylbenzenesulfonate